[Si](C)(C)(C(C)(C)C)OCC[C@H](C)OC1=C(C=NC(=C1)Cl)C#CC1CCN(CC1)C(=O)OC(C)(C)C tert-butyl (S)-4-((4-((4-((tert-butyldimethylsilyl)oxy)butan-2-yl)oxy)-6-chloropyridin-3-yl)ethynyl)piperidine-1-carboxylate